N-(4-(4-(6-(4,4-difluorocyclohex-1-en-1-yl)-5-fluoropyridin-2-yl)-1H-1,2,3-triazol-1-yl)-3-(6-azaspiro[2.5]octan-6-yl)phenyl)-2-hydroxyethane-1-sulfonamide FC1(CC=C(CC1)C1=C(C=CC(=N1)C=1N=NN(C1)C1=C(C=C(C=C1)NS(=O)(=O)CCO)N1CCC2(CC2)CC1)F)F